(R)-3-(4-fluorophenyl)-N'-((4-fluorophenyl)sulfonyl)-4-phenyl-N-(2-sulfamoylethyl)-4,5-dihydro-1H-pyrazole-1-carboximidamide FC1=CC=C(C=C1)C1=NN(C[C@H]1C1=CC=CC=C1)C(NCCS(N)(=O)=O)=NS(=O)(=O)C1=CC=C(C=C1)F